CC[C@H](C)[C@H]1C(=O)OC2N1C3=C(C4=C2C=C(C=C4O)C)C(=O)C5=C(C3=O)C(=CC=C5)O[C@H]6C[C@H]([C@H]([C@@H](O6)C)O)O The molecule is a jadomycin that is jadomycin A in which the phenolic hydroxy group at position 12 has been converted to the corresponding 2,6-dideoxy-alpha-L-ribo-hexopyranoside, isolated from Streptomyces venezuelae. It exists as a diastereoisomeric mixture consisting of both 3aS and 3aR isomers. It has a role as a bacterial metabolite, an apoptosis inducer, an Aurora kinase inhibitor, an antibacterial agent and an antineoplastic agent. It is a jadomycin, an organic heteropentacyclic compound and a glycoside. It derives from a jadomycin A.